The molecule is a thirteen-membered polypeptide comprising the sequence Trp-His-Trp-Leu-Gln-Leu-Lys-Pro-Gly-Gln-Pro-Met-Tyr. Corresponds to the P01149[90-102] fragment of mating factor alpha-1 from Saccharomyces cerevisiae (strain ATCC 204508/S288c). It has a role as a Saccharomyces cerevisiae metabolite. CC(C)C[C@@H](C(=O)N[C@@H](CCC(=O)N)C(=O)N[C@@H](CC(C)C)C(=O)N1CCC[C@H]1C(=O)NCC(=O)N[C@@H](CCC(=O)N)C(=O)N[C@@H](CC(=O)O)C(=O)N2CCC[C@H]2C(=O)N[C@@H](CCSC)C(=O)N[C@@H](CC3=CC=C(C=C3)O)C(=O)O)NC(=O)[C@H](CC4=CNC5=CC=CC=C54)NC(=O)[C@H](CC6=CNC=N6)NC(=O)[C@H](CC7=CNC8=CC=CC=C87)N